C(C)(=O)[C@H]1CC[C@H]2[C@@H]3CCC4=CC(CC[C@@]4([C@H]3CC[C@]12C)C)=O (8S,9S,10R,13S,14S,17S)-17-acetyl-10,13-dimethyl-6,7,8,9,10,11,12,13,14,15,16,17-dodecahydro-1H-cyclopenta[A]phenanthren-3(2H)-one